(R)-ethyl((S)-5-fluoro-2-methyl-1-((R)-5-(pyridin-2-yl)-2,3-dihydro-1H-indene-2-carbonyl)indolin-6-yl)(imino)-λ6-sulfanone C(C)[S@](=O)(=N)C1=C(C=C2C[C@@H](N(C2=C1)C(=O)[C@@H]1CC2=CC=C(C=C2C1)C1=NC=CC=C1)C)F